3-Fluoropropyl 2-ethyl-2-{[5-(3-fluoroazetidin-1-yl)-6-{[(1R,2R)-2-(hydroxymethyl)cyclopropyl]methoxy}pyridin-2-yl]formamido}butanoate C(C)C(C(=O)OCCCF)(CC)NC(=O)C1=NC(=C(C=C1)N1CC(C1)F)OC[C@H]1[C@@H](C1)CO